CC1(OB(OC1(C)C)C=1C=CC(=NC1)NS(=O)(=O)CCC)C N-(5-(4,4,5,5-tetramethyl-1,3,2-dioxaborolane-2-yl)pyridin-2-yl)propane-1-sulfonamide